O1C2=C(OCC1)C=C(C=C2)N2C(=NNC2=O)SC=2SC(=CN2)C#N 2-((4-(2,3-dihydrobenzo[b][1,4]dioxin-6-yl)-5-oxo-4,5-dihydro-1H-1,2,4-triazol-3-yl)thio)thiazole-5-carbonitrile